O=C1N(C(C2=CC=CC=C12)=O)CCC(C(=O)O)C(=O)OCC 4-(1,3-dioxoisoindolin-2-yl)-2-(ethoxycarbonyl)butyric acid